N=1C=NN2C1C=C(C=C2)OC2=C(C=C(C=C2)NC2=NC=NC1=CC=C3C(=C21)OC[C@@H]2N3CCN(C2)CCOC)C (R)-N-(4-([1,2,4]triazolo[1,5-a]pyridin-7-yloxy)-3-methylphenyl)-8-(2-methoxyethyl)-6,6a,7,8,9,10-hexahydropyrazino[1',2':4,5][1,4]oxazino[2,3-f]quinazolin-4-amine